7-Hydroxymethyl-3-((3-isopropoxy-3-oxopropyl)amino)benzo[e][1,2,4]triazine-1,4-Dioxide OCC1=CC2=C([N+](=C(N=[N+]2[O-])NCCC(=O)OC(C)C)[O-])C=C1